2-CYCLODODECYL-1-PROPANOL C1(CCCCCCCCCCC1)C(CO)C